1-Isopropyl-5-(trifluoromethyl)-1H-pyrazole-3-sulfonamide C(C)(C)N1N=C(C=C1C(F)(F)F)S(=O)(=O)N